ethyl (1r,2r)-2-allylcyclopropane-1-carboxylate C(C=C)[C@H]1[C@@H](C1)C(=O)OCC